C(C)(C)(C)C1=CC=C(C=C1)COC1=CC=CC(=N1)S(=O)(=O)NC(=O)C=1C(=NC=CC1)N1C(CC(C1)C)(C)C N-[[6-[(4-tert-Butylphenyl)methoxy]-2-pyridyl]sulfonyl]-2-(2,2,4-trimethylpyrrolidin-1-yl)pyridin-3-carboxamid